C(C)(C)(C)OC(=O)N1CCC2(CC1)C(OC1=C2C=CC(=C1CO)C(=O)O)([2H])[2H] (tert-Butoxycarbonyl)-7-(hydroxymethyl)-2H-spiro[benzofuran-3,4'-piperidine]-6-carboxylic acid-2,2-d2